FC(C1=CC=2OCCC3N(C2N=C1)CCNC3)(F)F 3-(trifluoromethyl)-7,7a,8,9,10,11-hexahydro-6H-pyrazino[1,2-d]pyrido[3,2-b][1,4]Oxazepine